C(CCC)N1C2=C(N=C(C1=O)NNC(=O)C1(CC1)C1CC1)COCC2 N'-(1-butyl-2-oxo-7,8-dihydro-5H-pyrano[3,4-b]pyrazin-3-yl)-1-cyclopropyl-cyclopropanecarbohydrazide